NC=1N=CC(=NC1OCC1=C(C(=CC=C1F)F)Cl)C1=CC=C(C=C1)NS(=O)(=O)CCN(CC)CC 2-diethylamino-ethanesulfonic acid {4-[5-amino-6-(2-chloro-3,6-difluoro-benzyloxy)-pyrazin-2-yl]-phenyl}-amide